BrC1=CC=C2C=C(N(C2=C1)C(=O)OC(C)(C)C)C tert-Butyl 6-Bromo-2-methyl-1H-indole-1-carboxylate